ClC=1C=C(C=C(C1)NS(=O)(=O)C)NC(=O)C=1SC=C(C1)C1=C(C=CC=C1)OC N-(3-chloro-5-(methylsulfonamido)phenyl)-4-(2-methoxyphenyl)thiophene-2-carboxamide